N-(1,3-benzodioxol-4-ylmethyl)-N-[[2-(4-methyl-1-piperidyl)-4-pyridyl]methyl]ethanamin O1COC2=C1C=CC=C2CN(CC)CC2=CC(=NC=C2)N2CCC(CC2)C